6-[5-[3-[(1-chloro-6,7-dihydro-5H-cyclopenta[c]pyridin-6-yl)amino]propyl]-2-oxo-1,3-oxazolidin-3-yl]-4H-pyrido[3,2-b][1,4]oxazin-3-one ClC1=NC=CC2=C1CC(C2)NCCCC2CN(C(O2)=O)C=2C=CC=1OCC(NC1N2)=O